3-(2-fluorophenyl)propan-1-ol FC1=C(C=CC=C1)CCCO